C(=O)(O[N+](=O)[O-])O[N+](=O)[O-] nitrocarbonate